ClC1=CC=C2C(=C1)NC(C21N(C(C=2N=C(N(C21)C(C)C)C2=C(C=C(C=C2)C2CC2)OC)=O)C=2C(=NC=C(C2)Cl)C)=O 6-chloro-5'-(5-chloro-2-methylpyridin-3-yl)-2'-(4-cyclopropyl-2-methoxyphenyl)-3'-isopropyl-3'H-spiro[indoline-3,4'-pyrrolo[3,4-d]imidazole]-2,6'(5'H)-dione